C(C)(C)(C)C=1C=C(C=C(C1)C(C)(C)C)C1=CC(=CC=C1)C1=NC(=NC(=N1)C1=CC=CC=C1)C1=CC=CC=C1 2-{(3',5'-Di-tert-butyl)-1,1'-Biphenyl-3-yl}-4,6-Diphenyl-1,3,5-triazine